4,6-dichloro-1,3,5-triazin-2-ylaminomethyl-sulfonylphenyl-tetrazole ClC1=NC(=NC(=N1)Cl)NCS(=O)(=O)C1=C(C=CC=C1)C1=NN=NN1